BrC=1C=C2CCN(CC2=CC1)C1CCN(CC1)CC1=CC(=CC=C1)F 6-bromo-2-(1-(3-fluorobenzyl)piperidin-4-yl)-1,2,3,4-tetrahydroisoquinoline